4'-aminobiphenyl-4-carboxylic acid NC1=CC=C(C=C1)C1=CC=C(C=C1)C(=O)O